C(C=C)(=O)N1CCN(CC1)C1=NC(N2C3=C(C(=C(C=C13)C(F)(F)F)C1=CC=C(C=C1)F)SC[C@@H](C2)O)=O (R)-8-(4-acryloylpiperazin-1-yl)-11-(4-fluorophenyl)-3-hydroxy-10-(trifluoromethyl)-3,4-dihydro-2H,6H-[1,4]thiazepino[2,3,4-ij]quinazolin-6-one